OC1=C(C=C(C=C1)O)C=1NC=CN1 2-(2,5-dihydroxyphenyl)imidazole